(4S)-3-[[5-[3-(Difluoromethoxy)-4-fluoro-phenyl]-2-methoxy-3-pyridyl]methyl]-4-methyl-oxazolidin-2-one FC(OC=1C=C(C=CC1F)C=1C=C(C(=NC1)OC)CN1C(OC[C@@H]1C)=O)F